1,2-dihydrothieno[2,3-d]pyrimidine N1CN=CC2=C1SC=C2